2-[[1-[5-isopropoxy-2-(2H-tetrazol-5-yl)phenyl]-4-piperidyl]methyl]-1-methyl-benzimidazole C(C)(C)OC=1C=CC(=C(C1)N1CCC(CC1)CC1=NC2=C(N1C)C=CC=C2)C=2N=NNN2